CC1=C(C(=C(C2=C1O[C@](CC2)(C)CCC[C@H](C)CCC[C@H](C)CCCC(C)C)C)OC(=O)C)C Alpha-Tocopherylacetat